C(C)(C)(C)OC(=O)N1CC2=CC(=C(C(=C2CC1)Cl)C(=O)O)Cl 2-t-butoxycarbonyl-5,7-dichloro-1,2,3,4-tetrahydroisoquinoline-6-carboxylic acid